3-Methylcinnoline-8-carboxylic acid CC=1N=NC2=C(C=CC=C2C1)C(=O)O